CN1CCN(CC1)C(=O)OC1C=CCCOCCCCCC1 oxacyclododec-4-en-6-yl 4-methylpiperazine-1-carboxylate